N-(4-chloro-5-(2-(1-cyclopropylethyl)-4-morpholino-3-oxo-2,3-dihydro-1H-pyrrolo[3,4-c]pyridin-6-yl)thiazol-2-yl)acetamide ClC=1N=C(SC1C1=CC2=C(C(=N1)N1CCOCC1)C(N(C2)C(C)C2CC2)=O)NC(C)=O